C(C)(C)(C)OC(NCC(=O)NC=1SC=C(N1)C1=CC(=CC=C1)Br)=O N-[2-[[4-(3-bromophenyl)thiazol-2-yl]amino]-2-oxo-ethyl]carbamic acid tert-butyl ester